BrC1=C(C(=CC(=C1)Br)C#N)NC(OCC)=O Ethyl (2,4-dibromo-6-cyanophenyl)carbamate